(R)-(R)-1-(4-chlorophenyl)-2,2,2-trifluoroethan-1-amine hydrochloride Cl.ClC1=CC=C(C=C1)[C@H](C(F)(F)F)N